CC1=C(C=CC=C1C=1OC2=CC3=C(CN[C@H](CO3)C(=O)O)C=C2N1)C1=CC=CC=C1 (R)-2-(2-methyl-[1,1'-biphenyl]-3-yl)-6,7,8,9-tetrahydrooxazolo[5',4':4,5]benzo[1,2-f][1,4]oxazepine-7-carboxylic acid